N-(5-(2-((1S,4R)-2-azabicyclo[2.2.1]heptan-2-yl)acetamido)-2-fluoropyridin-3-yl)-6-(1-methyl-1H-pyrazol-4-yl)pyrazolo[1,5-a]pyrazine-3-carboxamide [C@H]12N(C[C@H](CC1)C2)CC(=O)NC=2C=C(C(=NC2)F)NC(=O)C=2C=NN1C2C=NC(=C1)C=1C=NN(C1)C